(4-(4-methylpiperazin-1-yl)piperidin-1-yl)-6-nitro-1H-indazole CN1CCN(CC1)C1CCN(CC1)N1N=CC2=CC=C(C=C12)[N+](=O)[O-]